3-Oxo-2-(pyridin-3-yl)-N-[(2S)-3,3,3-trifluoro-2-hydroxypropyl]-6-[4-(trifluoromethoxy)phenyl]-2,3-dihydropyridazine-4-carboxamide O=C1N(N=C(C=C1C(=O)NC[C@@H](C(F)(F)F)O)C1=CC=C(C=C1)OC(F)(F)F)C=1C=NC=CC1